(3R)-N-{8,9-dimethoxy-1H,2H,4H,5H-oxepino[4,5-b]quinolin-11-yl}-1-ethylpiperidin-3-amine COC=1C(=CC=2C(=C3C(=NC2C1)CCOCC3)N[C@H]3CN(CCC3)CC)OC